CN1C(N(CC1)C1CC2CN(C1C2)C=2N=NC(=C(N2)NC2=CC=C(C=C2)N2CCC(CC2)=O)C(=O)N)=O (6-(3-methyl-2-oxoimidazolin-1-yl)-2-azabicyclo[2.2.1]heptane-2-yl)-5-((4-(4-oxopiperidin-1-yl)phenyl)amino)-1,2,4-triazine-6-carboxamide